COC=1C=C(C=CC1)C\C(\C1=C(C=CC=C1)/C(/C(=O)OC)=C\OC)=N/O methyl (E,E)-2-{2-[(3-methoxyphenyl) methyl oximinomethyl] phenyl}-3-methoxyacrylate